3-((6-[(tert-butyldiphenylsilyl)oxy]hexyloxy)-4-(4-methylpiperazin-1-yl)phenyl)amino-5-[2-(triisopropylsilyl)ethynyl]-8H-pyrido[2,3-d]pyrimidin-7-one [Si](C1=CC=CC=C1)(C1=CC=CC=C1)(C(C)(C)C)OCCCCCCOC1=C(C=CC(=C1)N1CCN(CC1)C)NN1CN=C2C(=C1)C(=CC(N2)=O)C#C[Si](C(C)C)(C(C)C)C(C)C